(3aS,7S,7aR)-7-(4-(3-fluorophenyl)-1H-1,2,3-triazol-1-yl)tetrahydro-3aH-[1,3,2]dioxathiolo[4,5-c]pyran 2,2-dioxide FC=1C=C(C=CC1)C=1N=NN(C1)[C@@H]1[C@@H]2[C@H](COC1)OS(O2)(=O)=O